ClC=1C(=NC(=C(C(=O)N(C2=CC(=NC=C2)S(N)(=O)=O)C)C1C)N1CCC(CCC1)(F)F)C 5-chloro-2-(4,4-difluoroazepan-1-yl)-N,4,6-trimethyl-N-(2-sulfamoylpyridin-4-yl)nicotinamide